9-methylpyrido[2',3':4,5]pyrimido[1,2-a]indole-5,11-dione CC1=CC=2C(C=3N(C2C=C1)C(C1=C(N3)N=CC=C1)=O)=O